4-methoxy-6-(1H-pyrazol-1-yl)-N-((4-(trifluoromethyl)cyclohexyl)methyl)pyridazine-3-carboxamide COC1=C(N=NC(=C1)N1N=CC=C1)C(=O)NCC1CCC(CC1)C(F)(F)F